BrC=1N=C2C(=NC1)N(C=C2C2=CC(=C(C(=O)N(C)C)C=C2)C)S(=O)(=O)C2=CC=C(C)C=C2 4-(2-Bromo-5-tosyl-5H-pyrrolo[2,3-b]pyrazin-7-yl)-N,N,2-trimethylbenzamide